2-((3R,6E,10E)-3-hydroxy-3,7,11,15-tetramethylhexadeca-6,10-dienyl)-3,5,6-trimethylcyclohexa-2,5-diene-1,4-dione O[C@@](CCC=1C(C(=C(C(C1C)=O)C)C)=O)(CC\C=C(\CC\C=C(\CCCC(C)C)/C)/C)C